1-(4-bromo-2-pyridinyl)piperidine-4-carbaldehyde BrC1=CC(=NC=C1)N1CCC(CC1)C=O